dioctanoyl peroxide C(CCCCCCC)(=O)OOC(CCCCCCC)=O